C1(CC1)[C@@H](C)C=1C(=C2CCC2=CC1)NC(=O)N1[C@H](SC=C1)C(C)(C)O (R)-N-((3-((R)-1-cyclopropylethyl)bicyclo[4.2.0]octa-1,3,5-trien-2-yl)carbamoyl)-2-(2-Hydroxypropan-2-yl)thiazole